[Cl-].[Cl-].C(CC=C)C(=[Hf+2](C1=C(C=CC=2C3=CC=C(C=C3CC12)C(C)(C)C)C(C)(C)C)C1C=CC=C1)C1=CC=CC=C1 (3-buten-1-yl)(phenyl)methylene(cyclopentadienyl)(2,7-di-tert-butylfluorenyl)hafnium dichloride